NC=1SC(=CN1)C(=O)NC1=C(C=C(C(=C1)C(NCC1=NN(C=C1)C(C)C)=O)F)C 2-Amino-N-[4-fluoro-2-methyl-5-[(1-propan-2-ylpyrazol-3-yl)methylcarbamoyl]phenyl]-1,3-thiazole-5-carboxamide